(R)-(+)-3-Boc-2,2-dimethyl-4-oxazolidinone C(=O)(OC(C)(C)C)N1C(OCC1=O)(C)C